3-(Difluoromethyl)-1-(7-(8-ethyl-7-fluoro-3-hydroxynaphthalen-1-yl)-8-fluoro-2-(((2R,7aS)-2-fluorotetrahydro-1H-pyrrolizin-7a(5H)-yl)methoxy)pyrido[4,3-d]pyrimidin-4-yl)piperidin-3-ol FC(C1(CN(CCC1)C=1C2=C(N=C(N1)OC[C@]13CCCN3C[C@@H](C1)F)C(=C(N=C2)C2=CC(=CC1=CC=C(C(=C21)CC)F)O)F)O)F